(2R,3R,4S,5S)-4-[[3-(3-Methoxy-2-methyl-4-pyridyl)-4,5-dimethyl-5-(trifluoromethyl)tetrahydrofuran-2-carbonyl]amino]pyridin-2-carboxamid COC=1C(=NC=CC1[C@@H]1[C@@H](O[C@@]([C@H]1C)(C(F)(F)F)C)C(=O)NC1=CC(=NC=C1)C(=O)N)C